C(C)(C)(C)OC(=O)NC=1N=C(N(N1)C1=NC=C(C=C1)C#N)[C@H](C)NC(OC(C)(C)C)=O tert-butyl N-[(1S)-1-[5-(tert-butoxycarbonylamino)-2-(5-cyano-2-pyridyl)-1,2,4-triazol-3-yl]ethyl]carbamate